COCC1(CC1)C1=CC=CC(=N1)C=O 6-(1-(methoxymethyl)cyclopropyl)picolinaldehyde